4-((2-(difluoromethyl)-2H-tetrazol-5-yl)(phenyl)methylene)piperidine-1-carboxylic acid tert-butyl ester C(C)(C)(C)OC(=O)N1CCC(CC1)=C(C1=CC=CC=C1)C=1N=NN(N1)C(F)F